(3-chloro-5,6,7,8-tetrahydroisoquinolin-1-yl)isoindoline-1,3-dione ClC=1N=C(C=2CCCCC2C1)N1C(C2=CC=CC=C2C1=O)=O